SCCCO[Si](OC)(OC)OC mercaptopropoxytrimethoxysilane